C1(CCC1)CC=1C=NC=C(C1NC(=O)C1=C(OC=C1C(C)(C)O)S(=O)(=O)N)CC1CCC1 ((3,5-bis(cyclobutylmethyl)pyridin-4-yl)carbamoyl)-4-(2-hydroxypropan-2-yl)furan-2-sulfonamide